C(#N)C1=C(C=CC(=C1)C(N(C)C)=O)C(C(C)C=1N(C(C(=C(N1)C(=O)OCC)OC)=O)C)C1=CC=CC=C1 ethyl 2-(1-(2-cyano-4-(dimethylcarbamoyl) phenyl)-1-phenylpropan-2-yl)-5-methoxy-1-methyl-6-oxo-1,6-dihydropyrimidine-4-carboxylate